SC(C(C)C)C 3-mercapto-2-methyl-butan